(S)-tert-butyl (1-methyl-2-oxo-1,2,3,4-tetrahydropyrido[3,4-b][1,4]oxazepin-3-yl)carbamate CN1C2=C(OC[C@@H](C1=O)NC(OC(C)(C)C)=O)C=NC=C2